CC1CC2C3CCC(C2CC1)C3(C)C 4,11,11-trimethyltricyclo[6.2.1.02,7]undecane